C(C)(C)(C)N(C(O)=O)CCCC1=CC=C(C=C1)C(C1=CC=CC=C1)=C1CCN(CC1)C(=O)N1C[C@@H]2[C@@H](OCC(N2)=O)CC1.C1(=CC=CC=C1)CCCCC(=O)N[C@@H](C)C(=O)O (5-Phenylpentanoyl)alanine tert-Butyl-N-[3-[4-[[1-[(4aR,8aS)-3-oxo-4,4a,5,7,8,8a-hexahydropyrido[4,3-b][1,4]oxazine-6-carbonyl]-4-piperidylidene]-phenyl-methyl]phenyl]propyl]carbamate